4-((4-cyclopropylphenyl)sulfonamido)-3-((1S,4S)-4-methoxycyclohexyl)-1-methyl-1H-pyrazole-5-carboxylic acid C1(CC1)C1=CC=C(C=C1)S(=O)(=O)NC=1C(=NN(C1C(=O)O)C)C1CCC(CC1)OC